FC=1C=C(C=CC1F)[C@H]1[C@@H](CN(C1)CCOC)NC(=O)NC1=CC(=NN1C)C1=CC(=CC=C1)F 1-((3s,4r)-4-(3,4-difluorophenyl)-1-(2-methoxyethyl)pyrrolidin-3-yl)-3-(3-(3-fluorophenyl)-1-methyl-1H-pyrazol-5-yl)urea